6-(2-methoxy-4-methylphenyl)-2-(pyrimidin-2-yl)-7,8-dihydro-phthalazin-1(2H)-one COC1=C(C=CC(=C1)C)C1=CC=2C=NN(C(C2CC1)=O)C1=NC=CC=N1